6-((3-methoxy-2,6-dimethylphenyl)amino)-3-methylpyrimidin-4(3H)-one COC=1C(=C(C(=CC1)C)NC1=CC(N(C=N1)C)=O)C